BrC1=C2[C@@](C(NC2=CC=C1)=O)([C@@H]1C(C2=CC=CC=C2CC1)=O)O (R)-4-bromo-3-hydroxy-3-((R)-1-oxo-1,2,3,4-tetrahydronaphthalen-2-yl)indolin-2-one